C(C)OC(=O)C1=CN=C(S1)N1N=C(C=C1N)C1=CC=C(C=C1)OC 2-[5-amino-3-(4-methoxyphenyl)-1H-pyrazol-1-yl]thiazole-5-carboxylic acid ethyl ester